C(C1=CC=CC=C1)N1S(C(C2=C1C=CC=C2)CCC#N)(=O)=O 3-(1-Benzyl-2,2-dioxido-1,3-dihydro-2,1-benzothiazol-3-yl)propannitril